3-Chloro-6-methylpyridine ClC=1C=NC(=CC1)C